biphenylene-1-yl-boronic acid C1(=CC=CC=2C3=CC=CC=C3C12)B(O)O